(Z)-1-(2-fluoro-4-(1-(4-(perfluoroethoxy)phenyl)-1H-1,2,4-triazol-3-yl)phenyl)-3-(3-(2-isopropyl-5-methoxyphenyl)-4-oxothiazolidin-2-ylidene)urea FC1=C(C=CC(=C1)C1=NN(C=N1)C1=CC=C(C=C1)OC(C(F)(F)F)(F)F)NC(=O)\N=C\1/SCC(N1C1=C(C=CC(=C1)OC)C(C)C)=O